BrC1=CC(=C(\C=N/O)C(=C1)OCC(C)C)F (Z)-4-Bromo-2-fluoro-6-isobutoxybenzaldehyde oxime